BrC=1C(=CC=C2C(=CNC12)S(=O)(=O)NC1=NC=C(C(=N1)OC)OCCF)Cl 7-bromo-6-chloro-N-[5-(2-fluoroethoxy)-4-methoxy-pyrimidin-2-yl]-1H-indole-3-sulfonamide